C(C)N1CCN(CC1)C[B-](F)(F)F.[K+] potassium ((4-ethylpiperazin-1-yl)methyl)trifluoroborate